(4-fluorophenyl)(8-methyl-3-(4-(trifluoromethyl)thiazol-2-yl)-5,6-dihydroimidazo[1,5-a]pyrazine-7(8H)-yl)methanone FC1=CC=C(C=C1)C(=O)N1C(C=2N(CC1)C(=NC2)C=2SC=C(N2)C(F)(F)F)C